(((2-(3-Methoxyphenyl)oxazole-5-yl)methyl)amino)isoindole-1,3-dione COC=1C=C(C=CC1)C=1OC(=CN1)CNC1=C2C(NC(C2=CC=C1)=O)=O